5-bromo-3-((pyridin-3-ylimino)methyl)benzene-1,2-diol BrC1=CC(=C(C(=C1)O)O)C=NC=1C=NC=CC1